FC1=C(C(=C(C(=C1F)Br)F)F)C1=C(C(=C(C(=C1F)F)Br)F)F 2,2',3,3',5,5',6,6'-octafluorobiphenyl-4,4'-diyl dibromide